S1C(NCCC1)C1SCCCN1 1,3-thiazinanyl-(1,3-thiazinane)